(rac)-2-methoxycyclohexan COC1CCCCC1